1-(3-chloro-2-fluorobenzyl)-4-((5-fluoro-6-(2-hydroxypropan-2-yl)-2-((5-methyl-1H-pyrazol-3-yl)-amino)pyrimidin-4-yl)methyl)-piperidine-4-carboxylic acid ClC=1C(=C(CN2CCC(CC2)(C(=O)O)CC2=NC(=NC(=C2F)C(C)(C)O)NC2=NNC(=C2)C)C=CC1)F